N-((5-(2-chloro-4-(trifluoromethyl)phenyl)-1,2,4-oxadiazol-3-yl)methyl)-2-chloropyridine-3-carboxamide ClC1=C(C=CC(=C1)C(F)(F)F)C1=NC(=NO1)CNC(=O)C=1C(=NC=CC1)Cl